CNC(=O)C1=CC=C(C(=N1)C)C=1CCNCC1 N,2-dimethyl-1',2',3',6'-tetrahydro-[3,4'-bipyridine]-6-carboxamide